ClC=1C(=CC(=C2CNC(C12)=O)F)C1=CC=C(C=C1)C1CCN(CC1)CC 7-chloro-6-[4-(1-ethyl-4-piperidinyl)phenyl]-4-fluoro-1-oxo-isoindoline